2-methyl-2-(1-methyl-1H-pyrazol-4-yl)morpholine CC1(CNCCO1)C=1C=NN(C1)C